COC(=O)[C@@H]1CC[C@H](CC1)CC(=O)OC(C)(C)C trans-4-(2-(tert-butoxy)-2-oxoethyl)cyclohexanecarboxylic acid methyl ester